C1(CC1)C=1C=C(C=NC1)C=1N=NN(C1)C1(COC1)C1=CC=C(C=N1)N1C[C@@H](CCC1)NC(OC(C)(C)C)=O tert-butyl (R)-(1-(6-(3-(4-(5-cyclopropylpyridin-3-yl)-1H-1,2,3-triazol-1-yl)oxetan-3-yl)pyridin-3-yl)piperidin-3-yl)carbamate